1-(1-aminoisoquinolin-4-yl)-N-(5-cyano-2-methyl-4-(2H-1,2,3-triazol-2-yl)phenyl)-5-(trifluoromethyl)-1H-pyrazole-4-carboxamide NC1=NC=C(C2=CC=CC=C12)N1N=CC(=C1C(F)(F)F)C(=O)NC1=C(C=C(C(=C1)C#N)N1N=CC=N1)C